FC1=C(C=C(C=C1)NC(=O)C1=C(N(C(=C1C)C(C(=O)NC(CC(C)C)C=1N=NNN1)=O)C)C)C N-(4-fluoro-3-methylphenyl)-1,2,4-trimethyl-5-(2-((3-methyl-1-(2H-tetrazol-5-yl)butyl)amino)-2-oxoacetyl)-1H-pyrrole-3-carboxamide